BrC=1C=C(C=C(C1CC=1OC(N(N1)C(C)C)=O)Br)N1N=C(C(NC1=O)=O)C#N 2-(3,5-dibromo-4-((4-isopropyl-5-oxo-4,5-dihydro-1,3,4-oxadiazol-2-yl)methyl)phenyl)-3,5-dioxo-2,3,4,5-tetrahydro-1,2,4-triazine-6-carbonitrile